benzyl 4-(4-(1-(3-methoxy-3-oxopropyl)ureido)-1H-pyrazol-1-yl)piperidine-1-carboxylate COC(CCN(C(=O)N)C=1C=NN(C1)C1CCN(CC1)C(=O)OCC1=CC=CC=C1)=O